CC=1C=C(C=CC1N=NC1=CC(=CC=C1)C)N=NC1=C(C=CC2=CC=CC=C12)O 1-[[3-methyl-4-[(3-methylphenyl)azo]phenyl]azo]-2-naphthol